N-[5-ethylsulfonyl-6-[2-oxo-1-(2,2,3,3,3-pentafluoropropyl)-1,7-naphthyridin-6-yl]-3-pyridyl]-N-methyl-acetamide C(C)S(=O)(=O)C=1C=C(C=NC1C=1C=C2C=CC(N(C2=CN1)CC(C(F)(F)F)(F)F)=O)N(C(C)=O)C